(S)-(7-(4-chlorophenyl)-2,3-dihydrobenzo[b][1,4]dioxin-2-yl)methanol ClC1=CC=C(C=C1)C=1C=CC2=C(O[C@H](CO2)CO)C1